pheophytin d CCC1=C(C2=CC3=NC(=C(C3=CO)C)C=C4[C@H]([C@@H](C(=C5[C@H](C(=O)C6=C(C(=CC1=N2)N=C56)C)C(=O)OC)N4)CCC(=O)OC/C=C(\C)/CCC[C@H](C)CCC[C@H](C)CCCC(C)C)C)C